7-(3-fluorobenzyloxy)-2,3-dihydrobenzofuran-4-carbaldehyde FC=1C=C(COC=2C=CC(=C3CCOC32)C=O)C=CC1